ClC1=C(N=C2N1N=C(C=C2)OC2=NC=C(C=C2OCC(F)F)Cl)C(=O)NC2(CS(C2)(=O)=O)C 3-chloro-6-[[5-chloro-3-(2,2-difluoroethoxy)-2-pyridyl]oxy]-N-(3-methyl-1,1-dioxo-thietan-3-yl)imidazo[1,2-b]pyridazine-2-carboxamide